N-[3-(5-Chloro-2,6-dimethoxybenzoimidazol-1-yl)propyl]acetamide ClC1=CC2=C(N(C(=N2)OC)CCCNC(C)=O)C=C1OC